6-[6-Methoxy-5-({[3-(trifluoromethoxy)phenyl]methyl}carbamoyl)pyridin-3-yl]-N-methyl-1H-indazol-3-carboxamid COC1=C(C=C(C=N1)C1=CC=C2C(=NNC2=C1)C(=O)NC)C(NCC1=CC(=CC=C1)OC(F)(F)F)=O